C1=CC=CC=2C3=CC=CC=C3C(C12)COC(=O)NC(C(=O)O)CC1CCC(CC1)(F)F 2-((((9H-fluoren-9-yl)methoxy)carbonyl)amino)-3-(4,4-difluorocyclohexyl)propanoic acid